((2S,5R)-5-((N,N-diethylsulfamoyl)amino)tetrahydro-2H-pyran-2-yl)methyl 4-methylbenzenesulfonate CC1=CC=C(C=C1)S(=O)(=O)OC[C@H]1OC[C@@H](CC1)NS(N(CC)CC)(=O)=O